CC=1C(=NC=CC1)S(=O)(=O)NC=1C=CC=C2CCN(CC12)C 3-methyl-N-(2-methyl-1,2,3,4-tetra-hydroisoquinolin-8-yl)pyridine-2-sulfonamide